1-(4-Chloro-phenyl)-1-[3-(2-isopropyl-2H-pyrazol-3-yl)-4-methoxy-phenyl]-urea ClC1=CC=C(C=C1)N(C(=O)N)C1=CC(=C(C=C1)OC)C=1N(N=CC1)C(C)C